SC1=CC=C(C=C1)O 4-mercapto-phenol